C(#N)[C@H]1N(CCC1)C(C(S(=O)(=O)[O-])O)=O 2-[(S)-2-cyano-pyrrolidine-1-yl]-1-hydroxy-2-oxo-ethanesulfonate